3-(2-chloro-3-(6-((2-oxopyridin-1(2H)-yl)methyl)pyridin-3-yl)phenyl)piperidine-2,6-dione (S)-quinuclidin-3-yl-(5-(4-chlorophenyl)-2,2-dimethyl-2,3-dihydro-1H-inden-1-yl)carbamate N12CC(C(CC1)CC2)N(C(O)=O)[C@H]2C(CC1=CC(=CC=C21)C2=CC=C(C=C2)Cl)(C)C.ClC2=C(C=CC=C2C=2C=NC(=CC2)CN2C(C=CC=C2)=O)C2C(NC(CC2)=O)=O